BrC1=C(C(=CC(=C1)C(C(F)(F)F)(C(F)(F)F)F)OC(F)F)NC(C1=C(C(=CC=C1)NCC=1SC(=CC1)Cl)F)=O N-(2-bromo-6-(difluoromethoxy)-4-(perfluoropropan-2-yl)phenyl)-3-(((5-chlorothiophene-2-yl)methyl)amino)-2-fluorobenzamide